ClC1=CC(=C(C=C1)C(C)(C)NC(=O)C1CNC(CO1)CO)OC N-(2-(4-chloro-2-methoxyphenyl)propan-2-yl)-5-(hydroxymethyl)morpholine-2-carboxamide